ClC1=CC=C(C=C1)C1=NN=C(O1)C(=O)O 5-(4-chlorophenyl)-1,3,4-oxadiazole-2-carboxylic acid